6-[3-(Trifluoromethyl)phenyl]-1-[[5-(trifluoromethyl)-3-pyridyl]methyl]pyrazolo[4,3-b]pyridine FC(C=1C=C(C=CC1)C=1C=C2C(=NC1)C=NN2CC=2C=NC=C(C2)C(F)(F)F)(F)F